2,4-di(behenyl-oxy)benzyl alcohol C(CCCCCCCCCCCCCCCCCCCCC)OC1=C(CO)C=CC(=C1)OCCCCCCCCCCCCCCCCCCCCCC